FC(COC=1C=NC(=NC1)N1N=CN=C1C(C)NC(C1=CC(=CC(=C1)C(F)(F)F)C(F)(F)F)=O)(F)F N-[1-[2-[5-(2,2,2-trifluoroethoxy)pyrimidin-2-yl]-1,2,4-triazol-3-yl]ethyl]-3,5-bis(trifluoromethyl)benzamide